FC=1C=C(C=C(C1)F)C=1SC=C(N1)C[C@@H]1N(C[C@@H]([C@@H]1NS(=O)(=O)C)F)C(C(C)(C)O)=O |r| rac-N-[(2S,3R,4S)-2-{[2-(3,5-difluorophenyl)-1,3-thiazol-4-yl]methyl}-4-fluoro-1-(2-hydroxy-2-methylpropanoyl)pyrrolidin-3-yl]methanesulfonamide